C(CC(=O)O)(=O)O.NC1=C2CN(C(C2=CC=C1)=O)[C@H](CS(=O)(=O)C)C1=NC(=C(C=C1)OC)OCC (S)-4-amino-2-(1-(6-ethoxy-5-methoxypyridin-2-yl)-2-(methylsulfonyl)ethyl)isoindolone malonate